BrCCCCCCCC(=O)NCCCCCC 8-bromo-N-hexyloctanamide